C=1C(C=CN2C=CC=CC12)=O 2H-quinolizin-2-one